ClC1=C(C=CC(=C1)OC)C=1CCOC2=C(C1C1=CC=C(C=C1)O[C@@H]1CN(CC1)CCCF)C=CC(=C2)O 4-(2-Chloro-4-methoxyphenyl)-5-[4-[(3S)-1-(3-fluoropropyl)pyrrolidin-3-yl]oxyphenyl]-2,3-dihydro-1-benzoxepin-8-ol